8-(4,4-difluorocyclohex-1-en-1-yl)-N-(1-(hydroxymethyl)cyclopropyl)quinoline-3-carboxamide 4-thiocarbamoylphenyl-2-(2-methoxynaphthalen-6-yl)propanoate C(N)(=S)C1=CC=C(C=C1)OC(C(C)C=1C=C2C=CC(=CC2=CC1)OC)=O.FC1(CC=C(CC1)C=1C=CC=C2C=C(C=NC12)C(=O)NC1(CC1)CO)F